5-[(5S)-4,5-dihydro-5-(3,4,5-trichlorophenyl)-5-(trifluoromethyl)-3-isoxazolyl]-3-methyl-N-[2-oxo-2-[(2-propyn-1-yl)amino]ethyl]-2-thiophenecarboxamide ClC=1C=C(C=C(C1Cl)Cl)[C@@]1(CC(=NO1)C1=CC(=C(S1)C(=O)NCC(NCC#C)=O)C)C(F)(F)F